2-(2,6-dioxo-3-piperidyl)-5-[4-[2-[(2R)-2-[[4-[6-[5-(1-methylcyclopropoxy)-1H-indazol-3-yl]pyrimidin-4-yl]piperazin-1-yl]methyl]morpholin-4-yl]ethyl]-1-piperidyl]isoindoline-1,3-dione O=C1NC(CCC1N1C(C2=CC=C(C=C2C1=O)N1CCC(CC1)CCN1C[C@H](OCC1)CN1CCN(CC1)C1=NC=NC(=C1)C1=NNC2=CC=C(C=C12)OC1(CC1)C)=O)=O